4,4'-(1,5-pentanediyl)dioxydibenzoaldehyde C(CCCCOC1=CC=C(C=O)C=C1)OC1=CC=C(C=O)C=C1